N1N=CC2=CC(=CC=C12)C=1N=NN(C1)C=1C=C2CN(C(C2=CC1)=O)C1C(NC(CC1)=O)=O 3-(5-(4-(1H-indazol-5-yl)-1H-1,2,3-triazol-1-yl)-1-oxoisoindolin-2-yl)piperidine-2,6-dione